(S)-5-amino-4-(6-fluoro-4-hydroxy-1-oxoisoindol-2-yl)-5-oxopentanoic acid tert-butyl ester C(C)(C)(C)OC(CC[C@@H](C(=O)N)N1C(C2=CC(=CC(=C2C1)O)F)=O)=O